N1=C(C=CC=C1)C1=NC(=CC2=C1NC1=CC=CC=C21)C(=O)OC methyl 1-(pyridine-2-yl)-9H-pyrido[3,4-b]indole-3-carboxylate